(5-amino-2-methyl-6-morpholino-3H-furo[2,3-b]pyridin-2-yl)propan-2-ol NC=1C=C2C(=NC1N1CCOCC1)OC(C2)(C)CC(C)O